C1(=CC=CC=C1)C1N(CCOC1)C(=O)OC=1C=C(C2=C(C=C(O2)CNC(=O)OC(C)(C)C)C1)Cl 4-(2-((tert-butoxycarbonylamino) methyl)-7-chlorobenzofuran-5-yl) phenylmorpholine-4-carboxylate